F[C@H]1[C@H](C1)C(=O)N1C2CN(CC1CC2)C2=NC=NN1C2=CC(=C1)C=1C=NN(C1)C ((1R,2R)-2-fluorocyclopropyl)(3-(6-(1-methyl-1H-pyrazol-4-yl)pyrrolo[2,1-f][1,2,4]triazin-4-yl)-3,8-diazabicyclo[3.2.1]oct-8-yl)methanone